S1C(=NC2=C1C=CC=C2)NC(=O)C=2C=CC=C1CCN(CC21)C2=CC=C(C(=N2)C(=O)O)C2=C(C(=CC=C2)OCCC2CCN(CC2)CC=O)C 6-[8-(1,3-Benzothiazol-2-ylcarbamoyl)-3,4-dihydro-1H-isoquinolin-2-yl]-3-[2-methyl-3-[2-[1-(2-oxoethyl)-4-piperidyl]ethoxy]phenyl]pyridine-2-carboxylic acid